2-[4-[3-[1-(5-chloropyrimidin-2-yl)-4-piperidyl]propoxy]-2-fluoro-phenyl]-1-[3-[[[2-hydroxy-1,1-bis(hydroxymethyl)ethyl]amino]methyl]azetidin-1-yl]ethanone ClC=1C=NC(=NC1)N1CCC(CC1)CCCOC1=CC(=C(C=C1)CC(=O)N1CC(C1)CNC(CO)(CO)CO)F